2,6-dichloro-3,5-difluoro-4-methylbenzyl (1RS)-cis-3-[(Z)-2-chloro-3,3,3-trifluoro-1-propenyl]-2,2-dimethylcyclopropanecarboxylate Cl\C(=C/[C@@H]1C([C@@H]1C(=O)OCC1=C(C(=C(C(=C1Cl)F)C)F)Cl)(C)C)\C(F)(F)F